2-methyl-6-((3-(2-(pyrrolidin-1-yl)ethyl)-1H-indol-6-yl)oxy)tetrahydro-2H-pyran-3,4,5-triol CC1OC(C(C(C1O)O)O)OC1=CC=C2C(=CNC2=C1)CCN1CCCC1